4-(2-(3-(1-(dimethylamino)ethyl)-5-((R)-2-methylpyrrolidin-1-yl)phenyl)-5H-pyrrolo[2,3-b]pyrazin-7-yl)-N,N,2-trimethylbenzamide CN(C(C)C=1C=C(C=C(C1)N1[C@@H](CCC1)C)C=1N=C2C(=NC1)NC=C2C2=CC(=C(C(=O)N(C)C)C=C2)C)C